1-(1-(3-bromo-2-fluorophenyl)-3-methyl-1H-1,2,4-triazol-5-yl)-N-methyl-methane-d2-amine BrC=1C(=C(C=CC1)N1N=C(N=C1C(NC)([2H])[2H])C)F